COC1=C(C=C(C(=C1)OC)CC1=NNC(C2=CC=CC=C12)=O)C1=CC2=C(NC(=N2)NC(=O)NCC)C=C1 1-(5-(2,4-dimethoxy-5-((4-oxo-3,4-dihydrophthalazin-1-yl)methyl)phenyl)-1H-benzimidazol-2-yl)-3-ethylurea